C(C)(C)(C)NC1=NC=CC(=N1)C=1OC=C(C1)C N-(tert-butyl)-4-(4-methylfuran-2-yl)pyrimidin-2-amine